(S)-N-(4-cyclobutyl-3-(3-fluorophenyl)-1-methyl-1H-pyrazol-5-yl)-2-(2,2,3,3-tetrafluorocyclobutyl)acetamide C1(CCC1)C=1C(=NN(C1NC(C[C@@H]1C(C(C1)(F)F)(F)F)=O)C)C1=CC(=CC=C1)F